N-(2-(5-hydroxy-1H-indol-3-yl)ethyl)acetamide OC=1C=C2C(=CNC2=CC1)CCNC(C)=O